COC1=C(C=C(C=C1)N1N=CC2=C(C=CC=C12)NC(C1=C(C=CC=C1)C(F)(F)F)=O)C(F)(F)F N-{1-[4-methoxy-3-(trifluoromethyl)phenyl]-1H-indazol-4-yl}-2-(trifluoromethyl)benzamide